3-((3R,6S,9aS)-3,6-diisobutyl-4,7-dioxo-1-((E)-3-(pyridin-2-yl)acryloyl)hexahydropyrazino[2,1-c][1,2,4]oxadiazin-8(1H)-yl)-N-methoxypropanamide C(C(C)C)[C@@H]1C(N2[C@@H](N(O1)C(\C=C\C1=NC=CC=C1)=O)CN(C([C@@H]2CC(C)C)=O)CCC(=O)NOC)=O